NC1CCC(CC1)NC1=NC2=C(C=C(C=C2C=N1)C1=CC=C(N=N1)NS(=O)(=O)C1=C(C=CC=C1)Cl)CC N-(6-(2-(((1r,4r)-4-aminocyclohexyl)amino)-8-ethylquinazolin-6-yl)pyridazin-3-yl)-2-chlorobenzenesulfonamide